1-(4-bromobenzyl)-4-ethylpiperazin-2-one BrC1=CC=C(CN2C(CN(CC2)CC)=O)C=C1